2-(7-fluoro-3,4-dihydrobenzo[b][1,4]oxazepine-5(2H)-yl)-5-(N-methyl-2,2-diphenylacetamido)isonicotinic acid FC1=CC2=C(OCCCN2C=2C=C(C(=O)O)C(=CN2)N(C(C(C2=CC=CC=C2)C2=CC=CC=C2)=O)C)C=C1